[Se](C#N)CC(CCCCCC)[Se]C#N 1,2-diselenocyanooctane